BrC=1C=C(C2=C(N(C(=N2)C)C2CCN(CC2)C)C1)F 6-bromo-4-fluoro-2-methyl-1-(1-methylpiperidin-4-yl)benzimidazole